BrC=1C(=C(SC1)C(=O)N)Cl bromo-3-chlorothiophene-2-carboxamide